COC1=CC=C(C=C1)S(=O)(=O)C=1CC(OC1C1=CC2=CC=CC=C2C=C1)CSC 4-((4-methoxyphenyl)sulfonyl)-2-((methylsulfanyl)methyl)-5-(naphthalen-2-yl)-2,3-dihydrofuran